3-PHENYLSALICYLATE C1(=CC=CC=C1)C1=C(C(C(=O)[O-])=CC=C1)O